4-((tert-butyldimethylsilyl)oxy)-1-(2,4,5-trichloropyridin-3-yl)but-2-yn-1-ol [Si](C)(C)(C(C)(C)C)OCC#CC(O)C=1C(=NC=C(C1Cl)Cl)Cl